N,N-diisopropylamino-methyl-triisopropoxysilane C(C)(C)N(C(C)C)C(C)(C)O[Si](OC(C)C)(OC(C)C)C